NCCOC1=[N+](C(=CC(=C1)C1=C(C=CC(=C1)NS(=O)(=O)CC)OC1=C(C=C(C=C1)F)F)C)[O-] 2-(2-aminoethoxy)-4-(2-(2,4-difluorophenoxy)-5-(ethylsulfonylamino)phenyl)-6-methylpyridine 1-oxide